ClC=1C=NC(=C(C(=O)N(C)C2CCC3=CC=C(C=C23)F)C1)OC 5-chloro-N-(6-fluoro-2,3-dihydro-1H-inden-1-yl)-2-methoxy-N-methylnicotinamide